O=C(OCCOCCOCCOCC(=O)O)C=C 13-oxo-3,6,9,12-tetraoxapentadec-14-enoic acid